4-(nitro)phenylsulfonyl chloride [N+](=O)([O-])C1=CC=C(C=C1)S(=O)(=O)Cl